C(C)(C)(C)C1=C(OP(=O)(OC2=C(C=C(C=C2C(C)(C)C)C(C)(C)C)[Pd]Cl)OC2=C(C=C(C=C2)C(C)(C)C)C(C)(C)C)C=CC(=C1)C(C)(C)C 2-[bis(2,4-di-tert-butyl-phenoxy)phosphinyloxy]-3,5-di(tert-butyl)phenyl-palladium (II) chloride